C(CCCCCCCCCCC\C=C/CCCCCCCC)(=O)N[C@@H](CC1=CNC=N1)C(=O)O N-erucoyl-histidine